ClC1=NC(=C2N=CN(C2=N1)C(C)C)NCC=1C(=NC=CC1)C1=CC=NN1C 2-chloro-9-isopropyl-N-((2-(1-methyl-1H-pyrazol-5-yl)pyridin-3-yl)methyl)-9H-purin-6-amine